2-(tert-butyl)-N-(4-(6-(3,6-dihydro-2H-pyran-4-yl)pyrrolo[2,1-f][1,2,4]triazin-4-yl)-2-methylbenzyl)oxazole-4-carboxamide C(C)(C)(C)C=1OC=C(N1)C(=O)NCC1=C(C=C(C=C1)C1=NC=NN2C1=CC(=C2)C=2CCOCC2)C